C(C)(C)(C)OC(=O)C1=C(C=C(C=C1)N1CCN(CC1)C(=O)OCC1=CC=CC=C1)F benzyl 4-(4-tert-butoxycarbonyl-3-fluoro-phenyl)piperazine-1-carboxylate